2-methoxy-5-(6-oxopyridazin-1(6H)-yl)benzamide COC1=C(C(=O)N)C=C(C=C1)N1N=CC=CC1=O